ethyl 2-(2-((2-(3-(aminomethyl)phenyl)-7-cyclopropylbenzofuran-4-yl)methoxy)phenyl)acetate NCC=1C=C(C=CC1)C=1OC2=C(C1)C(=CC=C2C2CC2)COC2=C(C=CC=C2)CC(=O)OCC